ethyl (R)-5-(4-((4-(1-(2-methylbenzamido)ethyl)naphthalen-1-yl)ethynyl)piperidin-1-yl)pentanoate CC1=C(C(=O)N[C@H](C)C2=CC=C(C3=CC=CC=C23)C#CC2CCN(CC2)CCCCC(=O)OCC)C=CC=C1